dihydroxy-4,4'-diisopropoxybenzophenone OC=1C(=C(C(=O)C2=CC=C(C=C2)OC(C)C)C=CC1OC(C)C)O